FC(C1(CC1)CNN)(F)F ((1-(Trifluoromethyl)-cyclopropyl)methyl)hydrazine